4-amino-2-(dimethylaminomethyl)-phenylboronic acid NC1=CC(=C(C=C1)B(O)O)CN(C)C